4-(2-(4-carbamoylphenyl)hydrazono)-N-(2-ethoxyphenyl)-3-oxo-3,4-dihydronaphthalene-2-carboxamide C(N)(=O)C1=CC=C(C=C1)NN=C1C(C(=CC2=CC=CC=C12)C(=O)NC1=C(C=CC=C1)OCC)=O